Methyl-d3 methanesulfonate [2H]C([2H])([2H])OS(=O)(=O)C